C1(CC1)CC1=NC(=C2C(=N1)N(N=C2)C(C)C)NC=2N=CN(C2)C2=CC(=C(C(=C2)OC)OC)OC 6-(cyclopropylmethyl)-1-isopropyl-N-(1-(3,4,5-trimethoxyphenyl)-1H-imidazol-4-yl)-1H-pyrazolo[3,4-d]pyrimidin-4-amine